Methyl 10-chloro-9-(trifluoromethylsulfonyloxy)bicyclo[5.4.0]undeca-1(7),8,10-triene-8-carboxylate ClC=1C(=C(C=2CCCCCC2C1)C(=O)OC)OS(=O)(=O)C(F)(F)F